CC(=CCCC(C)=O)CCC=C(CCCC(C)C)C 6,10,14-trimethylpentadec-5,9-dien-2-one